(1S,2R,5S)-8-(benzyloxy)-N-((4-chloro-3,5-difluoropyridin-2-yl)methyl)-2,5-dimethyl-7,9-dioxo-2,5,7,9-tetrahydro-1,6-methanopyrido[1,2-b][1,2,5]triazonine-10-carboxamide C(C1=CC=CC=C1)OC=1C(C(=CN2N3[C@@H](C=C[C@@H](N(C(C21)=O)C3)C)C)C(=O)NCC3=NC=C(C(=C3F)Cl)F)=O